N1=C(C=CC=C1)N(C1=CC=CC=C1)C(CC(=O)C)=O N-(pyridin-2-yl)acetoacetanilide